lithium fluoro malonate difluorophosphate P(=O)([O-])(F)F.C(CC(=O)O)(=O)OF.[Li+]